3-{[2-({(1R)-1-[1-Benzyl-4-(2,5-difluorophenyl)-1H-pyrrol-2-yl]-2,2-dimethylpropyl}{[1-(tert-butoxycarbonyl)pyrrolidin-3-yl]methyl}amino)-2-oxoethyl]sulphanyl}propanoic acid C(C1=CC=CC=C1)N1C(=CC(=C1)C1=C(C=CC(=C1)F)F)[C@@H](C(C)(C)C)N(C(CSCCC(=O)O)=O)CC1CN(CC1)C(=O)OC(C)(C)C